3-((4-vinyl-1H-indol-5-yl)oxy)benzimidamide C(=C)C1=C2C=CNC2=CC=C1OC=1C=C(C(N)=N)C=CC1